bromochloro-5,5-dimethylhydantoin CC1(C(=O)N(C(=O)N1Br)Cl)C